C(C(C)C)(=O)OC1=CC=C(C=C1)CC(C(COC)=O)N=CC1=C(C=CC(=C1)Br)OC(C(C)C)=O 4-(2-(2-isobutyryloxy-5-bromobenzylidene-amino)-4-methoxy-3-oxobutyl)phenyl isobutyrate